ClC=1C=C2C(=CNC2=CC1)C([C@H](C1=CC=CC=C1)NCCC1=CC=C(C=C1)S(=O)(=O)N)=O |r| (S)- and (R)-4-(2-((2-(5-chloro-1H-indol-3-yl)-2-oxo-1-phenylethyl)-amino)ethyl)benzenesulfonamide